ClC1=C(C(=CC=C1Cl)O)[C@H]1C[C@H]2COC(C(N2CC1)=O)CNC(CO)=O N-[[(8R,9aS)-8-(2,3-dichloro-6-hydroxyphenyl)-4-oxo-hexahydro-1H-pyrido[2,1-c][1,4]oxazin-3-yl]methyl]-2-hydroxyacetamide